CC1=NN=C(S1)C1(CC=C(C=C1)C1=CC=CC=C1)C=1N=NNC1C(=O)OCC ethyl 4-(4-(5-methyl-1,3,4-thiadiazol-2-yl)-[1,1-biphenyl]-4-yl)-1H-1,2,3-triazole-5-carboxylate